FC1=C(C=CC=C1)C1=CC(=CN1S(=O)(=O)C=1C=NC=C(C1)OCCCOC)CNC 1-(5-(2-fluorophenyl)-1-((5-(3-methoxypropoxy)pyridin-3-yl)sulfonyl)-1H-pyrrol-3-yl)-N-methyl-methylamine